C(C)C1=C(C=CC(=C1)C1(C(C(=CC2=CC=CC=C12)\N=N\[H])N)S(=O)(=O)O)C1=C(C=C(C=C1)C1(C(C(=CC2=CC=CC=C12)\N=N\[H])N)S(=O)(=O)O)CC 1,1'-(2,2'-diethyl[1,1'-biphenyl]-4,4'-diyl)bis{2-amino-3-[(E)-diazenyl]naphthalene-1-sulfonic acid}